5-fluoro-6-(2-methoxyethoxy)-3-{3-[4-(1H-1,2,4-triazol-1-yl)phenyl]-1,2-oxazol-5-yl}-1H-indazole FC=1C=C2C(=NNC2=CC1OCCOC)C1=CC(=NO1)C1=CC=C(C=C1)N1N=CN=C1